2-[(5S)-5-methyl-2-[2-(1-methyl-4-piperidyl)-1,3-benzothiazol-5-yl]-1-piperidyl]-2-oxo-N-(1H-pyrazolo[3,4-c]pyridin-4-yl)acetamide C[C@H]1CCC(N(C1)C(C(=O)NC1=C2C(=CN=C1)NN=C2)=O)C=2C=CC1=C(N=C(S1)C1CCN(CC1)C)C2